5-(anilino)-2,4-pentadienyl-aniline hydrochloride Cl.N(C1=CC=CC=C1)C=CC=CCNC1=CC=CC=C1